3-(pyrid-4-yl)imidazo[1,2-b]pyridazine N1=CC=C(C=C1)C1=CN=C2N1N=CC=C2